(E)-3-[4-(Diethylamino)phenyl]-1-(4-ethenylphenyl)prop-2-en-1-one C(C)N(C1=CC=C(C=C1)/C=C/C(=O)C1=CC=C(C=C1)C=C)CC